N1=CC=CC2=CC=CC(=C12)NC(C(C=C)CCC)=O N-(8-quinolyl)-2-propyl-3-butenamide